O.O[C@@H]([C@@H](C(=O)N)N1C([C@@]2(C1)N(CCC2)C(C(C)C)=O)=O)C (2S,3R)-3-hydroxy-2-((R)-5-isobutyryl-1-oxo-2,5-diazaspiro[3.4]octan-2-yl)butanamide monohydrate